C12COCC(CC1)N2CC=2C(=C(C=CC2C2=CC=1C(=NC=C(C1)C#CCCO)N2)C2(CCNCC2)O)OC 4-(3-((3-oxa-8-azabicyclo[3.2.1]octan-8-yl)methyl)-(5-(4-hydroxybut-1-yn-1-yl)-1H-pyrrolo[2,3-b]pyridin-2-yl)-2-methoxyphenyl)piperidin-4-ol